C(CC)(=O)OC1=C(C=CC=C1)\N=N\C=1C(=NC(=CC1)N)N (E)-2-((2,6-diaminopyridin-3-yl)diazenyl)phenyl propionate